The molecule is a phosphatidylcholine 38:1 in which the acyl groups at positions 1 and 2 are eicosanoyl and (9Z)-octadecenoyl respectively. It derives from an icosanoic acid and an oleic acid. CCCCCCCCCCCCCCCCCCCC(=O)OC[C@H](COP(=O)([O-])OCC[N+](C)(C)C)OC(=O)CCCCCCC/C=C\\CCCCCCCC